tert-Butyl 3-(4-hydroxypyrido[3,4-d]pyrimidin-6-yl)-5,6-dihydropyridine-1(2H)-carboxylate OC=1C2=C(N=CN1)C=NC(=C2)C=2CN(CCC2)C(=O)OC(C)(C)C